COC1=C(C=NC=C1)C1=CC2=C(C(=N1)C)C=NN2C2=CC(=CC(=N2)NC=2C=NN(C2)C)N2[C@@H]([C@H](C2)CS(=O)(=O)C)C 6-(6-(4-methoxypyridin-3-yl)-4-methyl-1H-pyrazolo[4,3-c]pyridin-1-yl)-N-(1-methyl-1H-pyrazol-4-yl)-4-((2R,3S)-2-methyl-3-((methylsulfonyl)methyl)azetidin-1-yl)pyridin-2-amine